C(C)(C)NC(O[C@H](C)[C@]1(CN(CC1)C(C)(C)C=1C=NC(=CC1)C)CCC=1SC(=CC1)F)=O |o1:8| (R)-1-((R or S)-3-(2-(5-fluoro-thiophen-2-yl)ethyl)-1-(2-(6-methylpyridin-3-yl)propan-2-yl)pyrrolidin-3-yl)ethyl isopropylcarbamate